5-(4-((R)-3-(4-amino-3-(4-phenoxyphenyl)-1H-pyrazolo(3,4-d)pyrimidin-1-yl)-(1,4'-bipiperidine)-1'-carbonyl)piperazin-1-yl)-2-(2,6-dioxopiperidin-3-yl)isoindoline-1,3-dione NC1=C2C(=NC=N1)N(N=C2C2=CC=C(C=C2)OC2=CC=CC=C2)[C@H]2CN(CCC2)C2CCN(CC2)C(=O)N2CCN(CC2)C=2C=C1C(N(C(C1=CC2)=O)C2C(NC(CC2)=O)=O)=O